Heptadecan-9-yl 8-((3-((2-(methylamino)-3,4-dioxocyclobut-1-en-1-yl)amino)propyl)(8-oxo-8-((4-pentylnonyl)oxy)octyl)amino)octanoate CNC1=C(C(C1=O)=O)NCCCN(CCCCCCCC(=O)OC(CCCCCCCC)CCCCCCCC)CCCCCCCC(OCCCC(CCCCC)CCCCC)=O